ClC1=C(C#N)C=CC(=C1)C1=NC(=NC=C1)NC1=CC=C(C=C1)N1CCOCC1 2-chloro-4-(2-(4-morpholinophenyl-amino)pyrimidin-4-yl)benzonitrile